N-(4-(4-(aminomethyl)-3-methylphenyl)pyridin-2-yl)cyclopropanecarboxamide hydrochloride Cl.NCC1=C(C=C(C=C1)C1=CC(=NC=C1)NC(=O)C1CC1)C